(dimethylsulfinylamino)benzoic acid CS(=O)N(S(=O)C)C1=C(C(=O)O)C=CC=C1